C(C)C1([C@@H](N(C1=O)C1=C(C(=CC=C1)F)O)C1=CC(=C(C=C1OC)N1CCC(CC1)C=O)F)CC 1-[4-[(2S)-3,3-Diethyl-1-(3-fluoro-2-hydroxy-phenyl)-4-oxo-azetidin-2-yl]-2-fluoro-5-methoxy-phenyl]piperidine-4-carbaldehyde